2-hydroxy-N-[3-hydroxy-2-[[5-(2-methyl-4-pyridinyl)-6-tetrahydropyran-4-yl-1H-pyrazolo[4,3-g]isoquinolin-8-yl]oxy]propyl]ethanesulfonamide OCCS(=O)(=O)NCC(CO)OC1=NC(=C(C2=CC3=C(C=C12)NN=C3)C3=CC(=NC=C3)C)C3CCOCC3